(2-(2-aminopyrimidin-5-yl)-6-morpholinopyridin-4-yl)(2-chlorophenyl)methanone NC1=NC=C(C=N1)C1=NC(=CC(=C1)C(=O)C1=C(C=CC=C1)Cl)N1CCOCC1